3-fluoro-5-methyl-2-(2-methyl-7-{[(3R)-1-methylpiperidin-3-yl]amino}pyrazolo[1,5-d][1,2,4]triazin-4-yl)phenol FC=1C(=C(C=C(C1)C)O)C=1C=2N(C(=NN1)N[C@H]1CN(CCC1)C)N=C(C2)C